(2S)-2-[[2-(3-methyl-4-methylsulfonyl-anilino)-5-(5-methyl-1H-1,2,4-triazol-3-yl)pyrimidin-4-yl]amino]-2-phenyl-ethanol CC=1C=C(NC2=NC=C(C(=N2)N[C@H](CO)C2=CC=CC=C2)C2=NNC(=N2)C)C=CC1S(=O)(=O)C